2-(5-fluoro-2,3-dihydro-1H-inden-2-yl)acetic acid FC=1C=C2CC(CC2=CC1)CC(=O)O